C(C)(C)[Si](C1=NC=2C(=NC=CC2)N1)(C(C)C)C(C)C 2-(triisopropylsilyl)-3H-imidazo[4,5-b]pyridine